sodium (S)-3-chloro-2-(3-(hydroxymethyl)pyrrolidin-1-yl)pyridin-4-thiolate ClC=1C(=NC=CC1[S-])N1C[C@H](CC1)CO.[Na+]